(1,1-dioxido-2,3-dihydrothiophen-3-yl)-2-hydroxy-7-(1H-tetrazol-5-yl)quinoline-3-carboxamide O=S1(CC(C=C1)C1=C(C(=NC2=CC(=CC=C12)C1=NN=NN1)O)C(=O)N)=O